5-(4-methoxy-3-(3-methoxypropoxy)phenyl)-2,2-dimethylcyclohexanone COC1=C(C=C(C=C1)C1CCC(C(C1)=O)(C)C)OCCCOC